C(C)(=O)NC1C[C@H]2CC[C@@H](C1)N2C(C(F)(F)C=2C=C(C(=O)NC1=CC(=C(C=C1)F)C)C=CC2F)=O 3-(2-((1R,3s,5S)-3-acetamido-8-azabicyclo[3.2.1]octan-8-yl)-1,1-difluoro-2-oxoethyl)-4-fluoro-N-(4-fluoro-3-methylphenyl)benzamide